FC=1C=CC(=NC1)OCC1N(C2CC(C1C)C2)C(=O)C2=NC(=CC=C2C2=NC=CC=C2)C cis-2'-(3-{[(5-Fluoropyridin-2-yl)oxy]methyl}-4-methyl-2-azabicyclo[3.1.1]heptan-2-carbonyl)-6'-methyl-2,3'-bipyridin